2-amino-but-3-ynoic acid NC(C(=O)O)C#C